BrC1=C(C=CC=C1)C1=C(C=CC2=CC=CC=C12)C 1-(2-bromophenyl)-2-methylnaphthalene